OC1=C(C(=O)C2=CC(=C(C(=C2)OCC)OCC)OCC)C=CC(=C1)O 2,4-dihydroxy-3',4',5'-triethoxybenzophenone